C(C1=CC=CC=C1)[Sn](CC1=CC=CC=C1)=O Dibenzyltin oxide